4-Benzyl-4-hydroxy-piperidine-1-carboxylic acid [7-methoxy-4-(1-methyl-1H-pyrazol-4-yl)-1H-benzoimidazol-2-yl]-amide COC1=CC=C(C2=C1NC(=N2)NC(=O)N2CCC(CC2)(O)CC2=CC=CC=C2)C=2C=NN(C2)C